(S)-2-((1-(2-(2-methylazetidine-1-yl)-6-(trifluoromethyl)pyrimidin-4-yl)azetidin-3-yl)oxy)-1-(piperazin-1-yl)ethan-1-one C[C@@H]1N(CC1)C1=NC(=CC(=N1)N1CC(C1)OCC(=O)N1CCNCC1)C(F)(F)F